CC1(N([C@H](CC2=C(C=CC=C12)Br)C(=O)O)C(=O)O)C Dimethyl-(3R)-5-bromo-3,4-dihydro-1H-isoquinoline-2,3-dicarboxylic acid